6-amino-3-(difluoromethyl)-7-(3-methoxy-2,6-dimethyl-phenyl)imidazo[4,5-b]pyridine-5-carbonitrile NC=1C(=C2C(=NC1C#N)N(C=N2)C(F)F)C2=C(C(=CC=C2C)OC)C